3-(1-amino-2-methylpropan-2-yl)-N-(2-((4-(3-(2,6-dimethylpyridin-4-yl)phenyl)thiazol-2-yl)amino)-2-oxoethyl)benzamide NCC(C)(C)C=1C=C(C(=O)NCC(=O)NC=2SC=C(N2)C2=CC(=CC=C2)C2=CC(=NC(=C2)C)C)C=CC1